OC(=O)C(F)(F)F.NC1=NC=C(C=N1)C#CC=1C(=C(C=CC1F)NS(=O)(=O)C1=C(C=CC(=C1)Cl)Cl)F N-(3-((2-aminopyrimidin-5-yl)ethynyl)-2,4-difluorophenyl)-2,5-dichlorobenzenesulfonamide TFA salt